CC1=C(C=CC(=C1)C)C1(CCNCC1)O 4-(2,4-dimethylphenyl)piperidin-4-ol